C/C(/CC)=N\OC(C(C)OC=1C(=CC(=C(C1)N1C(N(C(N(C1=O)C)=S)C)=O)F)Cl)=O (E)-3-(5-((1-((butan-2-ylideneamino)oxy)-1-oxopropan-2-yl)oxy)-4-chloro-2-fluorophenyl)-1,5-dimethyl-6-thioxo-1,3,5-triazinE-2,4-dione